5-deuterio-4-[[(2S,3S,4S,5S)-3-(3,4-difluoro-2-methoxy-phenyl)-4,5-dimethyl-5-(trifluoromethyl)tetrahydrofuran-2-carbonyl]amino]pyridine-2-carboxamide [2H]C=1C(=CC(=NC1)C(=O)N)NC(=O)[C@H]1O[C@@]([C@H]([C@H]1C1=C(C(=C(C=C1)F)F)OC)C)(C(F)(F)F)C